(methylcyclopentadienyl)(1,5-dimethylindenyl)zirconium dichloride [Cl-].[Cl-].CC1(C=CC=C1)[Zr+2]C=1C(C2=CC=C(C=C2C1)C)C